boron-magnesium phosphate P(=O)([O-])([O-])[O-].[Mg+2].[B+3]